N-[(3-fluoropyridin-2-yl)methyl]azetidine-3-carboxamide hydrochloride Cl.FC=1C(=NC=CC1)CNC(=O)C1CNC1